C=CC(CCC=CCC)O 1,6-nonadien-3-ol